(2S,6R)-2-(1-cyclopropylpyrazol-4-yl)-4-[6,7-dimethyl-4-(1,1,4-trifluoroinden-5-yl)pteridin-2-yl]-6-methyl-morpholine C1(CC1)N1N=CC(=C1)[C@H]1CN(C[C@H](O1)C)C1=NC2=NC(=C(N=C2C(=N1)C=1C(=C2C=CC(C2=CC1)(F)F)F)C)C